Methyl-5-methyl-2-(1-(pyrazolo[1,5-a]pyrimidine-3-carboxamido)ethyl)benzofuran-7-carboxylate COC(=O)C1=CC(=CC=2C=C(OC21)C(C)NC(=O)C=2C=NN1C2N=CC=C1)C